5-(4-fluoro-1-(2-fluoroethyl)-1H-benzo[d]imidazol-6-yl)-N-((3S,4R)-3-fluoro-1-(oxetan-3-yl)piperidin-4-yl)-4-methoxypyrrolo[2,1-f][1,2,4]triazin-2-amine FC1=CC(=CC=2N(C=NC21)CCF)C=2C=CN1N=C(N=C(C12)OC)N[C@H]1[C@H](CN(CC1)C1COC1)F